ClC1=CC=C2C(CCN(C2=N1)CC1=CC=C(C=C1)OC)NS(=O)C(C)(C)C N-(7-chloro-1-(4-methoxybenzyl)-1,2,3,4-tetrahydro-1,8-naphthyridin-4-yl)-2-methylpropane-2-sulfinamide